NC1=NC2=NC=C(N=C2C(=N1)N)CN(C1=CC=C(C2=CC=CC=C12)C(=O)N[C@@H](CCC(=O)O)C(=O)O)C N-[[4-[[(2,4-diamino-6-pteridinyl)methyl]methylamino]-1-naphthalenyl]carbonyl]L-glutamic acid